(±)-5-(2-((1-(2-aminopyridin-3-yl)ethyl)amino)ethoxy)-2,7-dichloro-8-fluoropyrido[4,3-d]pyrimidin-4-ol NC1=NC=CC=C1[C@@H](C)NCCOC1=NC(=C(C=2N=C(N=C(C21)O)Cl)F)Cl |r|